ClC1=CC=C(C=C1)C1N(C(CC2=CC(=C(C=C12)OC(C)C)OC)=O)C1=CC=C(N(C)CC2CCC(CC2)N2C3CN(C(C2)C3)C(=O)OC(C)(C)C)C=C1 tert-butyl 5-[4-[[4-[1-(4-chlorophenyl)-7-isopropoxy-6-methoxy-3-oxo-1,4-dihydroisoquinolin-2-yl]-N-methyl-anilino]methyl]cyclohexyl]-2,5-diazabicyclo[2.2.1]heptane-2-carboxylate